3-(3-(5-bromopyridin-3-yl)-6-(2-chlorophenyl)-2,4-dioxo-3,4-dihydrothieno[3,2-d]pyrimidin-1(2H)-yl)propanenitrile BrC=1C=C(C=NC1)N1C(N(C2=C(C1=O)SC(=C2)C2=C(C=CC=C2)Cl)CCC#N)=O